[2-[6-[(2r,6s)-2,6-dimethylmorpholin-4-yl]-2-pyridinyl]pyrido[3,4-b]pyrazin-7-yl]methanol Ethyl-2-(4-(1-Acetamidoethyl)-7-Isopropyl-1-Oxopyrrolo[1,2-d][1,2,4]Triazin-2(1H)-yl)Acetate C(C)C(C(=O)OCC1=CC=2C(=NC=C(N2)C2=NC(=CC=C2)N2C[C@H](O[C@H](C2)C)C)C=N1)N1N=C(N2C(C1=O)=CC(=C2)C(C)C)C(C)NC(C)=O